ClC1=CC(=C(C=C1)CC#N)C=1N=CN(C(C1)=O)[C@H]1CCC[C@H](C(NC=2C=NN(C2C=2C=CN=C1C2)C)=O)C 2-(4-chloro-2-{1-[(9R,13S)-3,9-dimethyl-8-oxo-3,4,7,15-tetraazatricyclo[12.3.1.02,6]octadeca-1(18),2(6),4,14,16-pentaen-13-yl]-6-oxo-1,6-dihydropyrimidin-4-yl}phenyl)acetonitrile